C1(CC1)CCN1CC(C1)OC1=CC(=C(C(=C1)F)[C@H]1N([C@@H](CC2=C1NC1=CC=CC=C21)C)CC(C)(C)F)F (1R,3R)-1-[4-[1-(2-cyclopropylethyl)azetidin-3-yl]oxy-2,6-difluoro-phenyl]-2-(2-fluoro-2-methyl-propyl)-3-methyl-1,3,4,9-tetrahydropyrido[3,4-b]indole